3-((3,5-dichloropyridin-2-yl)oxy)propan-1-amine ClC=1C(=NC=C(C1)Cl)OCCCN